CN1C(=NN=C1)C1=C(C=CC=C1)C1=CC(=NC(=C1)C(F)(F)F)N1C(C2=CC=CC(=C2C1)C(F)(F)F)=O 2-(4-(2-(4-methyl-4H-1,2,4-triazol-3-yl)phenyl)-6-(trifluoromethyl)pyridin-2-yl)-4-(trifluoromethyl)isoindolin-1-one